3-sulfanylpropanoic acid SCCC(=O)O